C1(=CC=CC=C1)S(=O)(=O)NS(=O)(=O)C1=CC=CC=C1.[K] potassium (N-benzenesulfonyl)benzenesulfonamide